O1C(=C(C=C1)C#CCN)C#CCN 3,3'-(furan-2,3-diyl)bis(prop-2-yn-1-amine)